BrC=1C=CC2=C(N=C(S2)C2[C@H]3CN(C[C@@H]23)C(=O)OC(C)(C)C)C1 tert-butyl (1R,5S)-6-(5-bromo-1,3-benzothiazol-2-yl)-3-azabicyclo[3.1.0]hexane-3-carboxylate